tert-butyl (S)-2-(3-(4-(4-acetoxybutoxy)-3-(trifluoromethyl)phenyl)-1,2,4-oxadiazol-5-yl)pyrrolidine-1-carboxylate C(C)(=O)OCCCCOC1=C(C=C(C=C1)C1=NOC(=N1)[C@H]1N(CCC1)C(=O)OC(C)(C)C)C(F)(F)F